(4-{2-[(S)-amino-(4,4-difluorocyclohexyl)methyl]-4-fluoro-3-(2-trimethylsilylethoxymethyl)benzimidazol-5-yl}tetrahydropyran-4-yl)(3,3-difluoro-azetidin-1-yl)methanone N[C@H](C=1N(C2=C(N1)C=CC(=C2F)C2(CCOCC2)C(=O)N2CC(C2)(F)F)COCC[Si](C)(C)C)C2CCC(CC2)(F)F